(R)-N-(5-(3-hydroxypyrrolidin-1-yl)-2-morpholinooxazolo[4,5-b]pyridin-6-yl)-2-(6-methoxypyridin-3-yl)oxazole-4-carboxamide O[C@H]1CN(CC1)C1=C(C=C2C(=N1)N=C(O2)N2CCOCC2)NC(=O)C=2N=C(OC2)C=2C=NC(=CC2)OC